OC[C@H]1N(C\C(\C1)=N/OC)C(=O)C1=CC=C(C2=C1OCCO2)C=2C(=C(C#N)C=CC2)C (S,Z)-3-(8-(2-(Hydroxymethyl)-4-(methoxyimino)pyrrolidine-1-carbonyl)-2,3-dihydrobenzo[b][1,4]dioxin-5-yl)-2-methylbenzonitrile